C1(CCCC1)=CC1=CC=C(S1)C1=C(C(=NC=C1)N)[N+](=O)[O-] 4-[5-(cyclopentylidenemethyl)-2-thienyl]3-nitro-pyridin-2-amine